({[5-iodo-2-(methoxycarbonyl)phenyl]sulfonyl}carbamoyl)(4-methoxy-6-methyl-1,3,5-triazin-2-yl)azanide IC=1C=CC(=C(C1)S(=O)(=O)NC(=O)[N-]C1=NC(=NC(=N1)OC)C)C(=O)OC